O[N-]CC=1C=NC=C(C1)C1=CC=CC=C1 hydroxy-N-[(5-phenyl-(3-pyridyl))methyl]amide